FC=1C(=CC=C2C(=NN(C12)C)C1C(NC(CC1)=O)=O)C1CCN(CC1)C[C@H]1[C@H](CNCC1)F 3-(7-fluoro-6-(1-(((3R,4S)-3-fluoropiperidin-4-yl)methyl)piperidin-4-yl)-1-methyl-1H-indazol-3-yl)piperidine-2,6-dione